5-benzyl 1-(prop-2-yn-1-yl) (tert-butoxycarbonyl)-L-alanyl-D-glutamate C(C)(C)(C)OC(=O)N[C@@H](C)C(=O)N[C@H](CCC(=O)OCC1=CC=CC=C1)C(=O)OCC#C